N-(2-(iodomethyl)-3-(dimethylamino)allylidene)-N-methyl-ammonium chloride [Cl-].ICC(C=[NH+]C)=CN(C)C